(rac)-methyl 4-amino-1-(2-chloro-6-methylphenyl)-6-oxo-1,6-dihydropyrimidine-5-carboxylate NC=1N=CN(C(C1C(=O)OC)=O)C1=C(C=CC=C1C)Cl